C(CCCCCCCCC(=O)OCCOCCOCCCCCC)(=O)OCCOCCOCCCCCC di(2-hexyloxyethoxyethyl) sebacate